C(C)(C)(C)OC(NC1CCC(CC1)(C)O)=O (1r,4r)-4-hydroxy-4-methylcyclohexylcarbamic acid tert-butyl ester